ClC1=C(C=C(C(=O)N(C)C2COCC=3NC(C=4C=C(C=CC4C32)F)=O)C=C1F)F 4-chloro-3,5-difluoro-N-(8-fluoro-6-oxo-1,4,5,6-tetrahydro-2H-pyrano[3,4-c]isoquinolin-1-yl)-N-methylbenzamide